C1(CC1)S(=O)(=O)NC=1SC=C(N1)C(CCOC)NC(C1=C(C=C(C=C1)C1=NC(=CN=C1)CC)F)=O N-(1-(2-(cyclopropanesulfonamido)thiazol-4-yl)-3-methoxypropyl)-4-(6-ethyl-pyrazin-2-yl)-2-fluorobenzamide